OCCOCC1CCN(CC1)C(=O)OCC1=CC=CC=C1 Benzyl 4-(2-hydroxyethoxymethyl)piperidine-1-carboxylate